N-methyl-N-[2-methyl-4-({(1R)-1-[2-methyl-3-(trifluoromethyl)phenyl]ethyl}amino)pyrido[2,3-d]pyrimidin-6-yl]methanesulfonamide CN(S(=O)(=O)C)C1=CC2=C(N=C(N=C2N[C@H](C)C2=C(C(=CC=C2)C(F)(F)F)C)C)N=C1